2-[(4-bromo-5-cyclopropyl-imidazol-1-yl)methoxy]ethyl-trimethyl-silane tert-butyl-(R)-2-ethylpiperazine-1-carboxylate C(C)(C)(C)OC(=O)N1[C@@H](CNCC1)CC.BrC=1N=CN(C1C1CC1)COCC[Si](C)(C)C